C(#N)C1=CC2=C(N=C(O2)N2CC3=CC=C(C(=C3C[C@H]2C(=O)OC)OCC2=CC=C(C=C2)OC)OC)C=C1 methyl (S)-2-(6-cyanobenzo[d]oxazol-2-yl)-6-methoxy-5-((4-methoxybenzyl) oxy)-1,2,3,4-tetrahydroisoquinoline-3-carboxylate